para-nitrophenyl phosphate disodium salt [Na+].[Na+].P(=O)(OC1=CC=C(C=C1)[N+](=O)[O-])([O-])[O-]